3-(5-(1,3,4-oxadiazol-2-yl)pyridin-3-yl)-4-hydroxyphenyl heptylcarbamate C(CCCCCC)NC(OC1=CC(=C(C=C1)O)C=1C=NC=C(C1)C=1OC=NN1)=O